(S)-N-((3-CYANO-4-(((R)-4-(DIMETHYLAMINO)-1-((4-FLUOROPHENYL)THIO)BUTAN-2-YL)AMINO)-5-FLUOROPHENYL)SULFONYL)-2-METHYLTETRAHYDRO-2H-PYRAN-2-CARBOXAMIDE C(#N)C=1C=C(C=C(C1N[C@@H](CSC1=CC=C(C=C1)F)CCN(C)C)F)S(=O)(=O)NC(=O)[C@]1(OCCCC1)C